trans-N-ethyl-N-(2'-methylphenyl)-2-butenamide C(C)N(C(\C=C\C)=O)C1=C(C=CC=C1)C